C(CCCCCCC\C=C/C\C=C/CCCCC)(=O)OCC(COC(CC1C2CC3CC(CC1C3)C2)=O)COC(CCCN(C)C)=O 3-(2-((1R,3S,5r,7r)-adamantan-2-yl)acetoxy)-2-(((4-(dimethylamino)butanoyl)oxy)methyl)propyl (9Z,12Z)-octadeca-9,12-dienoate